NC1CCC(CC1)NC1=NC2=C(C=C(C=C2C=N1)C=1N=CC(=NC1C)NS(=O)(=O)C1=C(C=CC=C1)Cl)CC N-(5-(2-(((1r,4r)-4-aminocyclohexyl)amino)-8-ethylquinazolin-6-yl)-6-methylpyrazin-2-yl)-2-chlorobenzene-sulfonamide